COC=1C=C2C(=CNC2=CC1)C[C@H](C)N (S)-1-(5-methoxy-1H-indol-3-yl)propan-2-amine